2-(((S)-1-(((S)-1,1-bis(3-cyclopropylphenyl)propan-2-yl)amino)-1-oxopropan-2-yl)carbamoyl)-4-methoxypyridin-3-yl propionate C(CC)(=O)OC=1C(=NC=CC1OC)C(N[C@H](C(=O)N[C@H](C(C1=CC(=CC=C1)C1CC1)C1=CC(=CC=C1)C1CC1)C)C)=O